2-[(6-bromo-3-morpholinosulfonyl-4-quinolinyl)amino]-6-cyano-benzoic acid BrC=1C=C2C(=C(C=NC2=CC1)S(=O)(=O)N1CCOCC1)NC1=C(C(=O)O)C(=CC=C1)C#N